tert-butyl (2-(6-chloro-2-((3,4-dichlorophenyl)amino)-3-ethyl-9H-carbazol-9-yl)ethyl)carbamate ClC=1C=C2C=3C=C(C(=CC3N(C2=CC1)CCNC(OC(C)(C)C)=O)NC1=CC(=C(C=C1)Cl)Cl)CC